2-((6-(2,2,2-trifluoroethoxy)naphthalen-2-yl)oxy)ethylamine hydrochloride Cl.FC(COC=1C=C2C=CC(=CC2=CC1)OCCN)(F)F